O=C1NC(CCC1C1=NN(C2=CC(=CC=C12)C1CCN(CC1)[C@H](C)C1CCN(CC1)C(=O)OC(C)(C)C)C)=O tert-butyl 4-((1R)-1-(4-(3-(2,6-dioxopiperidin-3-yl)-1-methyl-1H-indazol-6-yl)piperidin-1-yl)ethyl)piperidine-1-carboxylate